6-(3,5-dimethylpyrazol-1-yl)-2-[[1-(3-methyl-[1,2,4]triazolo[4,3-b]pyridazin-6-yl)azetidin-3-yl]methyl]pyridazin-3-one CC1=NN(C(=C1)C)C=1C=CC(N(N1)CC1CN(C1)C=1C=CC=2N(N1)C(=NN2)C)=O